C(C)(C)(C)OC(N([C@H]1CNCC1)C)=O.ClC=1C(=CC(=NC1)OC)C1=CC(=NN1)C(=O)N1CCC(CC1)C(=O)NCC1=NN(C(=C1)C)C 1-(5-(5-chloro-2-methoxypyridin-4-yl)-1H-pyrazole-3-carbonyl)-N-((1,5-dimethyl-1H-pyrazol-3-yl)methyl)piperidine-4-carboxamide tert-butyl-N-methyl-N-[(3R)-pyrrolidin-3-yl]carbamate